ClC1=NC=CC(=C1F)CC=1C=NC=C(C1C)I 2-chloro-3-fluoro-4-[(5-iodo-4-methyl-3-pyridinyl)methyl]pyridine